C(C1CCC(CC1)N)C1CCC(CC1)N 4,4'-methylenebis-cyclohexanamine